ClC=1C=CC(=C(C1)N1CON(CO1)C(C(=O)OC(C)(C)C)CC1=CC=CC=C1)N1N=NC(=C1)C(F)(F)F tert-butyl 2-(4-(5-chloro-2-(4-(trifluoromethyl)-1H-1,2,3-triazol-1-yl) phenyl)-2,5-dioxapiperazin-1-yl)-3-phenylpropionate